ClC1=C(O\C(\C(=O)OC)=C/OC)C=C(C=C1)N1N=C(C=C1)C1CC1 methyl (Z)-2-[2-chloro-5-(3-cyclopropylpyrazol-1-yl)phenoxy]-3-methoxy-prop-2-enoate